C(CCCCCCC\C=C/CCCCCCCC)(=O)O.C(C)O.C(C)O.C(C)O triethanol oleate